14-fluoro-9-oxa-1,6,20,21,33-pentaazaheptacyclo[21.5.3.216,19.02,4.010,15.018,22.026,30]tritriaconta-10(15),11,13,16(33),17,19(32),21,23,25,30-decaene FC1=CC=CC=2OCCNCC3CC3N3CCC4=CC=C(C5=NNC=6C5=CC(C12)=NC6)C=C4C3